1-(6-Fluoro-4-phenyl-3,4-dihydroquinoxalin-1(2H)-yl)-3-(4-methylpiperazin-1-yl)propan-1-one FC=1C=C2N(CCN(C2=CC1)C(CCN1CCN(CC1)C)=O)C1=CC=CC=C1